(1,2-ethylenedioxy)diPhenol C(OC1=C(C=CC=C1)O)COC1=C(C=CC=C1)O